sodium methanesulfonate salt CS(=O)(=O)[O-].[Na+]